OC1=C(CNC2=C3NC=NC3=NC=N2)C=CC=C1 6-(2-hydroxybenzylamino)purine